CC1(OCCO1)CCBr 2-(2-methyl-1,3-dioxolan-2-yl)ethylbromide